7-[5-(aminomethyl)-4-methyl-3H-imidazol-2-yl]-4-(pyrazolo[1,5-a]pyridin-3-yl)-2,3-dihydro-1H-isoindol-1-one NCC1=C(NC(=N1)C=1C=CC(=C2CNC(C12)=O)C=1C=NN2C1C=CC=C2)C